ClC=1C=C2C(=NN(C2=C(C1)C1CC1)C1OCCCC1)I 5-chloro-7-cyclopropyl-3-iodo-1-(tetrahydro-2H-pyran-2-yl)-1H-indazole